Tert-butyl 4-[[1-hydroxy-3-[3-methyl-2-oxo-1-(2-trimethylsilylethoxymethyl)benzimidazol-4-yl]cyclobutyl]methyl]piperazine-1-carboxylate OC1(CC(C1)C1=CC=CC=2N(C(N(C21)C)=O)COCC[Si](C)(C)C)CN2CCN(CC2)C(=O)OC(C)(C)C